R-methyl malate C([C@H](O)CC(=O)[O-])(=O)OC